ethyl (7R)-2-[4-(2-cyanophenoxy)phenyl]-7-[4-(2-nitrobenzene-1-sulfonyl)piperazin-1-yl]-4,5,6,7-tetrahydro-2H-pyrazolo[4,3-b]pyridine-3-carboxylate C(#N)C1=C(OC2=CC=C(C=C2)N2N=C3C(NCC[C@H]3N3CCN(CC3)S(=O)(=O)C3=C(C=CC=C3)[N+](=O)[O-])=C2C(=O)OCC)C=CC=C1